C(#N)C=1C(C([C@@H]2CC[C@]3([C@@]4(CC[C@]5(CC[C@H]([C@@H]([C@H]5[C@H]4C(C=C3[C@]2(C1)C)=O)C)C)C(=O)NOC)C)C)(C)C)=O (1S,2R,4aS,6aR,6bS,8aR,12aS,14aR,14bS)-11-cyano-N-methoxy-1,2,6a,6b,9,9,12a-heptamethyl-10,14-dioxo-1,3,4,5,6,6a,6b,7,8,8a,9,10,12a,14,14a,14b-hexadecahydropicene-4a(2H)-carboxamide